7-FLUORO-3-METHYLBENZOFURAN FC1=CC=CC=2C(=COC21)C